FC(C1=CC=C(COC2=CC=C(C=N2)N)C=C1)(F)F 6-(4-(trifluoromethyl)benzyloxy)pyridin-3-amine